Cl.Cl.N1CC(C1)OC=1C=CC=2N=CN=C(C2N1)NC1=CC(=C(C=C1)Cl)Cl 6-(Azetidin-3-yloxy)-N-(3,4-dichlorophenyl)pyrido[3,2-d]pyrimidin-4-amine dihydrochloride